C(=CC=CCCCCCCCCCCCCCCCC)O 13-cis-eicosdien-1-ol